(5S,6S)-6-phenyl-5-(1-(piperidin-4-yl)-1H-pyrazol-4-yl)-5,6,7,8-tetrahydronaphthalen-2-ol C1(=CC=CC=C1)[C@@H]1[C@@H](C=2C=CC(=CC2CC1)O)C=1C=NN(C1)C1CCNCC1